S1C(=NC2=C1C=CC=C2)C([C@H](C[C@H]2C(NCC2)=O)NC(=O)[C@@H]2[C@H]1C([C@H]1CN2C([C@@H](NS(=O)(=O)CC)C(C)C)=O)(C)C)=O (1R,2S,5S)-N-{(2S)-1-(1,3-benzothiazol-2-yl)-1-oxo-3-[(3S)-2-oxopyrrolidin-3-yl]propan-2-yl}-3-[N-(ethylsulfonyl)-L-valyl]-6,6-dimethyl-3-azabicyclo[3.1.0]hexane-2-carboxamide